Cl.Cl.N1CC(C1)C=1C(=C(C=C(C1C)Cl)C(C)N1N=C(C=2C1=NC=NC2N)C)OC 1-[1-(3-azetidin-3-yl-5-chloro-2-methoxy-4-methylphenyl)ethyl]-3-methyl-1H-pyrazolo[3,4-d]pyrimidin-4-amine dihydrochloride